5-bromo-2,7-dimethylquinolin-3-yl trifluoromethanesulfonate FC(S(=O)(=O)OC=1C(=NC2=CC(=CC(=C2C1)Br)C)C)(F)F